C1(CC1)C1=CC=C(C=C1)C1COC=2C(=NC=C(C2)O)O1 3-(4-cyclopropylphenyl)-2,3-dihydro-[1,4]dioxino[2,3-b]pyridin-7-ol